NC1=NC=CC(=C1F)C1=CN=CN1 5-(2-amino-3-fluoro-4-pyridyl)-1H-imidazol